rac-vinylbis(4,5,6,7-tetrahydro-1-indenyl)zirconium dichloride [Cl-].[Cl-].C(=C)[Zr+2](C1C=CC=2CCCCC12)C1C=CC=2CCCCC12